acryloxypropyldimethylethoxy-silan C(C=C)(=O)OCCC[Si](OCC)(C)C